manganese copper-nickel aluminum [Al].[Ni].[Cu].[Mn]